4-(4,4,5,5-Tetramethyl-1,3,2-dioxaborolane-2-yl)-2-(trifluoromethyl)pyridine CC1(OB(OC1(C)C)C1=CC(=NC=C1)C(F)(F)F)C